OC[C@@H](CC(C)C)NC1CC2(CC(C2)NC(OC(C)(C)C)=O)C1 tert-Butyl N-[6-[[(1R)-1-(hydroxymethyl)-3-methyl-butyl]amino]spiro[3.3]heptan-2-yl]carbamate